CC=1OC2=C(C1C1(CC1)C#N)C=C(C=C2)OCC2=C(N=CS2)C 1-[2-Methyl-5-(4-methyl-thiazol-5-ylmethoxy)-benzofuran-3-yl]-cyclopropanecarbonitrile